[phenyl(biphenylyl)triazineyl](phenyldibenzofuranyl)benzene C1(=CC=CC=C1)C1=C(C(=NN=N1)C1=C(C=CC=C1)C1=C(C=CC=2OC3=C(C21)C=CC=C3)C3=CC=CC=C3)C3=C(C=CC=C3)C3=CC=CC=C3